C(C1=CN=CC=C1)(=O)OC nicotinic acid, methyl ester